C1(=CC=C(C=C1)N(C1=CC=CC=2C(C3=CC=CC=C3C12)(C)C)C1=CC=C(C=C1)Br)C1=CC=CC=C1 Biphenyl-4-yl-(4-bromophenyl)-(9,9-dimethyl-9H-fluoren-4-yl)-amin